1-(2-Hydroxyphenyl)-3-[4-methoxy-3-(4-morpholinylmethyl)phenyl]-2-propen-1-one OC1=C(C=CC=C1)C(C=CC1=CC(=C(C=C1)OC)CN1CCOCC1)=O